2-(1,3-dimethyl-1H-1,2,4-triazol-5-yl)thiophen CN1N=C(N=C1C=1SC=CC1)C